C(C)(C)N1C(=NN=C1)C1=CC=CC(=N1)N1C(N(CC1)C=1C=C(C=CC1)C1=CC=C(C=C1)C#N)=O 3'-(3-(6-(4-isopropyl-4H-1,2,4-triazol-3-yl)pyridin-2-yl)-2-oxoimidazolidin-1-yl)-[1,1'-biphenyl]-4-carbonitrile